ClCC(C(C)C1CC1)(O)C1=CC=C(C=C1)Cl 1-chloro-2-(4-chlorophenyl)-3-cyclopropyl-butan-2-ol